C(=O)C1=CC=C(C=N1)C(C#N)(C)C 2-(6-formylpyridin-3-yl)-2-methylpropanenitrile